C(CCCCCCCCCCCCCCC)(=O)C([NH+](CCO)CC)C(CCCCCCCCCCCCCCC)=O bis-(palmitoyl)-ethyl-hydroxyethyl-methylammonium